Isopropyl-6-(3-methanesulfinyl-phenyl)-N'-(2-trifluoromethyl-pyridin-4-yl)-[1,3,5]triazine-2,4-diamine C(C)(C)NC1=NC(=NC(=N1)NC1=CC(=NC=C1)C(F)(F)F)C1=CC(=CC=C1)S(=O)C